3-bromodibenzo[b,d]furan-2-ol BrC=1C(=CC2=C(OC3=C2C=CC=C3)C1)O